COC(=O)C=1SC=CC1N1C(CCC2=CC=C(C=C12)CCN1CCN(CC1)C1=CC(=CC2=C1C=CS2)F)=O (7-(2-(4-(6-fluorobenzothiophen-4-yl)piperazin-1-yl)ethyl)-2-oxo-3,4-dihydroquinoline-1(2H)-yl)thiophene-2-carboxylic acid methyl ester